methyl 5-(7-chloro-1-methyl-2-oxo-1,2-dihydro-1,6-naphthyridin-3-yl)-4-methylpicolinate ClC1=NC=C2C=C(C(N(C2=C1)C)=O)C=1C(=CC(=NC1)C(=O)OC)C